8-chloro-2-(4-fluorophenyl)-2,7-naphthyridin-1(2H)-one ClC=1N=CC=C2C=CN(C(C12)=O)C1=CC=C(C=C1)F